COC1=C(C=C(C=C1)OC)C=1SC(=CN1)CC#N 2-(2-(2,5-dimethoxyphenyl)thiazole-5-yl)acetonitrile